2-methyl-5-(4-methylphenylsulfonamido)naphtho[1,2-b]furan-3-carboxylic acid heptyl ester C(CCCCCC)OC(=O)C=1C2=C(OC1C)C1=CC=CC=C1C(=C2)NS(=O)(=O)C2=CC=C(C=C2)C